ethyl 4-{2-[(4-chloro-1H-indol-6-yl)amino]-1H-1,3-benzodiazol-5-yl}cyclohexane-1-carboxylate ClC1=C2C=CNC2=CC(=C1)NC1=NC2=C(N1)C=CC(=C2)C2CCC(CC2)C(=O)OCC